7-Hydroxy-1,6-dimethyl-4-[4-(5-methyl-1,3-benzooxazol-2-yl)piperidin-1-yl]-2-oxo-1,2-dihydro-quinoline-3-carbonitrile OC1=C(C=C2C(=C(C(N(C2=C1)C)=O)C#N)N1CCC(CC1)C=1OC2=C(N1)C=C(C=C2)C)C